OC=1C(C=CC=CC1C1C(CCC1)OC)=O 2-hydroxy-3-(2-methoxycyclopentyl)cyclohepta-2,4,6-trien-1-one